COCC1=CC(=NO1)C1=NN=C2N1N=C(C1=CC=CC=C21)OCC2=NC=C(C(=O)NCCCOC)C=C2 6-[3-(5-methoxymethyl-isoxazol-3-yl)-[1,2,4]triazolo[3,4-a]phthalazin-6-yloxymethyl]-N-(3-methoxy-propyl)-nicotinamide